CN(CCC1=C(C=CC(=N1)NC=1C=CC(=C2CNC(C12)=O)C1=CN=C2N1C=CC(=C2)F)C2CCOCC2)C 7-((6-(2-(dimethyl-amino)ethyl)-5-(tetrahydro-2H-pyran-4-yl)pyridin-2-yl)amino)-4-(7-fluoro-imidazo[1,2-a]pyridin-3-yl)isoindolin-1-one